N1=CC=C2N1C(CC=N2)=O pyrazolo[1,5-a]pyrimidin-7(6H)-one